(4-(5-bromo-6-phenylpyrazin-2-yl)piperazin-1-yl)(phenyl)methanone BrC=1N=CC(=NC1C1=CC=CC=C1)N1CCN(CC1)C(=O)C1=CC=CC=C1